C(=O)(O)CN1CCN(CCN(CC1)CC(=O)O)C(C(=O)O)CCC(=O)O 2-(4,7-bis(carboxymethyl)-1,4,7-triazonan-1-yl)-pentanedioic acid